C(=C)C1=CC=CC=2OCOC21 4-vinyl-1,3-benzodioxole